5-(5-isopropyl-7-methyl-6-oxo-imidazo[4,5-c]pyridazin-3-yl)-1H-pyrimidine-2,4-dione C(C)(C)N1C(N(C=2N=NC(=CC21)C=2C(NC(NC2)=O)=O)C)=O